CC1CCC(CC1)=C(C#N)CCCCC 2-(4-methyl-cyclohexylidene)heptanonitrile